NC1=CC=CC(=N1)S(=O)(=O)NC(=O)C=1C(=NC(=CC1)C=1C=NC(=CC1)OC(C)C)N1CC(CCC1)(C)CC N-[(6-Amino-2-pyridyl)sulfonyl]-2-(3-ethyl-3-methyl-1-piperidyl)-6-(6-isopropoxy-3-pyridyl)pyridin-3-carboxamid